N-(2-chloro-5-iodopyridin-4-yl)-N-methanesulfonyl-methanesulfonamide ClC1=NC=C(C(=C1)N(S(=O)(=O)C)S(=O)(=O)C)I